((1S,4S,6R)-6-((5-Chloropyrimidin-2-yl)amino)-2-azabicyclo[2.2.1]hept-2-yl)(2-fluoro-6-(pyrimidin-2-yl)phenyl)methanone ClC=1C=NC(=NC1)N[C@@H]1C[C@@H]2CN([C@H]1C2)C(=O)C2=C(C=CC=C2C2=NC=CC=N2)F